OC(=O)C(F)(F)F.ClC=1C=C(C(=NC1)OC1CC1)C[C@@H](C(=O)N(C)CCCCC=C)NC (S)-3-(5-chloro-2-cyclopropoxypyridin-3-yl)-N-(hex-5-en-1-yl)-N-methyl-2-(methylamino)propanamide TFA salt